1-(4-(4-((3-chloro-2-fluorophenyl)amino)pyrido[3,2-d]pyrimidin-6-yl)-3-methylpiperazin-1-yl)prop-2-en-1-one ClC=1C(=C(C=CC1)NC=1C2=C(N=CN1)C=CC(=N2)N2C(CN(CC2)C(C=C)=O)C)F